[Pt+2].CC1=C(C(=CC(=C1)C)C)[N+]1=CN(CCC1)C1=C(C=C(C=C1C)C)C 1,3-bis(2,4,6-trimethylphenyl)-3,4,5,6-tetrahydropyrimidin-1-ium platinum